1-(5-(6-chloro-2-iodo-5-(3-methoxypropoxy)pyridin-3-yl)-2,2-dimethylcyclopentyl)propan-3-yl-4-oxo-1,4-dihydropyridine-3-carboxylic acid ethyl ester C(C)OC(=O)C1=CN(C=CC1=O)CCCC1C(CCC1C=1C(=NC(=C(C1)OCCCOC)Cl)I)(C)C